N-(4-carboxybenzyl)-N,N-dimethyl-2,3-bis(oleoyloxy)propane-1-aminium C(=O)(O)C1=CC=C(C[N+](CC(COC(CCCCCCC\C=C/CCCCCCCC)=O)OC(CCCCCCC\C=C/CCCCCCCC)=O)(C)C)C=C1